2-((3S,4R)-4-(tert-butyldimethylsilyloxy)-3-fluoro-3-methylpiperidin-1-yl)-N,N-bis((2-(trimethylsilyl)ethoxy)methyl)pyrimidin-4-amine [Si](C)(C)(C(C)(C)C)O[C@H]1[C@@](CN(CC1)C1=NC=CC(=N1)N(COCC[Si](C)(C)C)COCC[Si](C)(C)C)(C)F